COC1=CC=C2C=C(NC2=C1)C(=O)N1CCC(CC1)C=1C=C2CN(C(C2=CC1)=O)C1C(NC(CC1)=O)=O 3-(5-(1-(6-methoxy-1H-indole-2-carbonyl)piperidin-4-yl)-1-oxoisoindolin-2-yl)piperidine-2,6-dione